C1(=CC=CC=C1)P([O-])(=O)C(CCCC)CCC phenyl-(n-propyl-n-pentyl)phosphinate